2-chloro-4-[4-(difluoromethoxy)-2-fluoro-phenyl]-6,7-dimethyl-pteridine ClC1=NC2=NC(=C(N=C2C(=N1)C1=C(C=C(C=C1)OC(F)F)F)C)C